2-(Furan-2-yl)-7-(1H-imidazol-5-yl)-3-isopropylimidazo[2,1-f][1,2,4]triazin-4(3H)-one O1C(=CC=C1)C1=NN2C(C(N1C(C)C)=O)=NC=C2C2=CN=CN2